4-fluoro-N-(4-(oxoarsanyl)phenyl)benzenesulfonamide FC1=CC=C(C=C1)S(=O)(=O)NC1=CC=C(C=C1)[As]=O